(((tert-Butyldimethylsilyl)oxy)methyl)oxazole [Si](C)(C)(C(C)(C)C)OCC=1OC=CN1